(R)-N-((3-(difluoromethoxy)thiophen-2-yl)methyl)-2-(9-(pyridin-2-yl)-6-oxaspiro[4.5]decan-9-yl)ethanamine hydrochloride Cl.FC(OC1=C(SC=C1)CNCC[C@]1(CCOC2(CCCC2)C1)C1=NC=CC=C1)F